2,4-bis(trifluoromethyl)-6-tert-butylphenol FC(C1=C(C(=CC(=C1)C(F)(F)F)C(C)(C)C)O)(F)F